3-(1-((1r,4r,5s)-2-azabicyclo[2.1.1]hex-5-yl)-8-(2-cyanoethyl)-4-ethoxy-6-fluoro-7-(3-hydroxynaphthalen-1-yl)-1H-pyrrolo[3,2-c]quinolin-2-yl)-N,N-dimethylpropionamide [C@H]12NC[C@H]([C@@H]1N1C(=CC=3C(=NC=4C(=C(C(=CC4C31)CCC#N)C3=CC(=CC1=CC=CC=C31)O)F)OCC)CCC(=O)N(C)C)C2